[Ni]=O.[Mn] manganese-nickel oxide